N-(3-chloro-5-(trifluoromethyl)-benzyl)acetamid tert-butyl-2-(1-(3-chlorophenyl)cyclopropyl)-4-oxo-3,4,5,7,8,9-hexahydro-6H-pyrimido[5,4-c]azepine-6-carboxylate C(C)(C)(C)OC(=O)N1CC2=C(CCC1)N=C(NC2=O)C2(CC2)C2=CC(=CC=C2)Cl.ClC=2C=C(CNC(C)=O)C=C(C2)C(F)(F)F